3-(trifluoromethyl)benzenesulfonate FC(C=1C=C(C=CC1)S(=O)(=O)[O-])(F)F